OCCN1C(C(=C(C2=CC=CC=C12)C1=CC=CC=C1)C(\C=C\C=1C=NC=NC1)=O)=O 1-(2-hydroxyethyl)-4-phenyl-3-[(2E)-3-(pyrimidin-5-yl)prop-2-enoyl]-1,2-dihydroquinolin-2-one